C1(=CC=CC=C1)C#CCOC1=C(C(=O)O)C=CC=C1 2-((3-Phenylprop-2-yn-1-yl)oxy)benzoic acid